C[C@@H]1CN(C[C@@H](N1)C)C1=C2C(=NC=C1)N(CC2)C(=O)NC=2C=CC=1N(C2)C=C(N1)C 4-((3R,5S)-3,5-dimethylpiperazin-1-yl)-N-(2-methylimidazo[1,2-a]pyridin-6-yl)-2,3-dihydro-1H-pyrrolo[2,3-b]pyridine-1-carboxamide